(3-((1-((3-((4-cyanobenzyl)carbamoyl)-1-methyl-7-oxo-4,5-dihydro-1H-pyrazolo[3,4-c]pyridin-6(7H)-yl)methyl)cyclopropyl)sulfonyl)oxetan-3-yl)methyl 4-methylbenzenesulfonate CC1=CC=C(C=C1)S(=O)(=O)OCC1(COC1)S(=O)(=O)C1(CC1)CN1C(C2=C(CC1)C(=NN2C)C(NCC2=CC=C(C=C2)C#N)=O)=O